titanium bismetal [Bi]1=C(C=C1)C=O.[Ti]